FC(C(=O)O)(F)F.NCCCCCCNC(=O)C1=CC=C(C=C1)NC(=O)C1=CC=C(C=N1)CN(C(=O)C=1C=CC2=C(OCC(N2)=O)C1)C1CC1 N-((6-((4-((6-aminohexyl)carbamoyl)phenyl)carbamoyl)pyridin-3-yl)methyl)-N-cyclopropyl-3-oxo-3,4-dihydro-2H-benzo[b][1,4]oxazine-7-carboxamide 2,2,2-trifluoroacetate